The molecule is a phenylpropanoid that is isoeugenol in which the phenolic hydrogen has been replaced by a sulfo group. It is an aryl sulfate, a monomethoxybenzene and a phenylpropanoid. It derives from an isoeugenol. It is a conjugate acid of an isoeugenol sulfate(1-). CC=CC1=CC(=C(C=C1)OS(=O)(=O)O)OC